2-(4-(6-((4-chloro-6-(1H-1,2,3-triazol-1-yl)pyridin-3-yl)methoxy)pyridin-2-yl)-2,3,6-trifluorobenzyl)-4-fluoro-1-(2-methoxyethyl)-1H-benzo[d]imidazole-6-carboxylic acid ClC1=C(C=NC(=C1)N1N=NC=C1)COC1=CC=CC(=N1)C1=C(C(=C(CC2=NC3=C(N2CCOC)C=C(C=C3F)C(=O)O)C(=C1)F)F)F